OCCC=1CCN(CC1)C(=O)OC(C)(C)C tert-Butyl 4-(2-hydroxyethyl)-3,6-dihydropyridine-1(2H)-carboxylate